2-(2-(2-(pyridin-4-yloxy)ethoxy)ethyl)isoindoline-1,3-dione N1=CC=C(C=C1)OCCOCCN1C(C2=CC=CC=C2C1=O)=O